CS(=O)(=O)[O-].C(CCCC)[NH+]1C(CCCC1)CC 1-pentyl-2-ethylpiperidinium methanesulfonate